tert-butyl 2-chloro-4-((2R,5S)-5-(cyanomethyl)-2-(2-((2-hydroxyethyl) (methyl) amino) ethyl)-4-(4-methoxybenzyl) piperazin-1-yl)-5,6-dihydropyrido[3,4-d]pyrimidine-7(8H)-carboxylate ClC=1N=C(C2=C(N1)CN(CC2)C(=O)OC(C)(C)C)N2[C@@H](CN([C@H](C2)CC#N)CC2=CC=C(C=C2)OC)CCN(C)CCO